3-fluoro-4-(2-fluoro-4-nitro-phenoxy)-6-methoxy-quinolin-7-ol FC=1C=NC2=CC(=C(C=C2C1OC1=C(C=C(C=C1)[N+](=O)[O-])F)OC)O